FC(CNC(=O)C=1C=NN2C1C=C(C=C2)C2=CNC1=NC(=CC=C12)NC(C1=CC=NC=C1)=O)F N-(2,2-difluoroethyl)-5-(6-(isonicotinamido)-1H-pyrrolo[2,3-b]pyridin-3-yl)pyrazolo[1,5-a]pyridine-3-carboxamide